(2S,5R)-2-(N-(2-(2-aminothiazol-4-yl) acetyl) carbamimidoyl)-7-oxo-1,6-diazabicyclo[3.2.1]octan-6-yl hydrogen sulfate S(=O)(=O)(ON1[C@@H]2CC[C@H](N(C1=O)C2)C(NC(CC=2N=C(SC2)N)=O)=N)O